ClC1=C(C=C2CCN(CC2=C1)CC)NC1=NC=C(C(=N1)C1=CC2=C(C(N(CCS2(=O)=O)C)=O)S1)C(F)(F)F 7-(2-((7-chloro-2-ethyl-1,2,3,4-tetrahydroisoquinolin-6-yl)amino)-5-(trifluoromethyl)pyrimidin-4-yl)-4-methyl-3,4-dihydrothieno[2,3-f][1,4]thiazepin-5(2H)-one 1,1-dioxide